NS(=O)(=O)N azan-sulfonamide